C(C)(C)(C)OC([C@@H](N)CC(=O)O)=O L-aspartic acid-1-tert-butyl ester